1-((2-oxo-4-(o-tolyl)-2H-chromen-7-yl)amino)cyclopropane-1-carboxylic acid O=C1OC2=CC(=CC=C2C(=C1)C1=C(C=CC=C1)C)NC1(CC1)C(=O)O